4-Amino-1-(4-aminophenyl)-7-iodo-2-oxo-1,2-dihydroquinoline-3-carboxylic acid methyl ester COC(=O)C=1C(N(C2=CC(=CC=C2C1N)I)C1=CC=C(C=C1)N)=O